C(C=C)(=O)OC1=CC=CC2=CC3=CC4=CC5=CC=CC=C5C=C4C=C3C=C12 pentacenyl acrylate